2-[(2R)-2-Benzylmethoxypropoxy]-N-methyl-ethylamine C(C1=CC=CC=C1)CO[C@@H](COCCNC)C